4-([1,1'-biphenyl]-4-yl)-2-(1,3-dithian-2-yl)-6-(4-methoxyphenyl)-3-phenyl-4H-pyran C1(=CC=C(C=C1)C1C(=C(OC(=C1)C1=CC=C(C=C1)OC)C1SCCCS1)C1=CC=CC=C1)C1=CC=CC=C1